1,2-diethynylethylene carbonate C1(OC(C(C#C)O1)C#C)=O